Magnesium Dipotassium [K].[K].[Mg]